C(C)OC1=C(C=C(C=C1)C=1OC2=CC=C(C=C2C(C1O)=O)C)OC 2-(4-ethoxy-3-methoxyphenyl)-3-hydroxy-6-methyl-chromen-4-one